N-[4-[2-[5-amino-6-(2,2-difluoroethoxy)pyrimidin-4-yl]ethynyl]-2-pyridyl]acetamide NC=1C(=NC=NC1OCC(F)F)C#CC1=CC(=NC=C1)NC(C)=O